3,4a,7,7-tetramethyl-1,4,4a,6,7,8,9,9a-octahydro-5H-benzo[7]annulen-5-one CC=1CC2(C(CCC(CC2=O)(C)C)CC1)C